(trifluoromethyl)-9H-purin FC(F)(F)C1=NC=C2N=CNC2=N1